(3S)-1-{3-fluoro-4-[7-(5-fluoropyridin-3-yl)-5-[(1R)-1-methyl-1,2,3,4-tetrahydroisoquinoline-2-carbonyl]pyrazolo[1,5-a]pyrimidin-2-yl]phenyl}pyrrolidine-3-carboxylic acid FC=1C=C(C=CC1C1=NN2C(N=C(C=C2C=2C=NC=C(C2)F)C(=O)N2[C@@H](C3=CC=CC=C3CC2)C)=C1)N1C[C@H](CC1)C(=O)O